OS(=O)(=S)O The molecule is a thiosulfuric acid. It has a role as a mouse metabolite. It is a conjugate acid of a hydroxidodioxidosulfidosulfate(1-). It is a tautomer of a sulfurothioic O-acid.